C(#N)C=1C(=CC(=NC1)N1N=CC(=C1OC)C(=O)O)C 1-(5-cyano-4-methylpyridin-2-yl)-5-methoxy-1H-pyrazole-4-carboxylic acid